BCBBBBCBBBB 2,7-dicarbaundecaborane